N1C=C(C2=CC=CC=C12)CC(=O)NC(C(=O)NC1=CC=C(C=C1)OC)C1=CC=C(C=C1)OC 2-(2-(1H-indol-3-yl)acetamido)-N,2-bis(4-methoxyphenyl)acetamide